C(C1=CC=CC=C1)C(C\C=C\CCC(C)C)(NC(=O)OC(C)(C)C)OC(C)=O acetic acid (2S)-benzyl-(5R)-tert-butoxycarbonylamino-7-methyloct-(3E)-enyl ester